CN1C(=NCC1)S 1-methyl-4,5-dihydro-1H-imidazole-2-thiol